4-(ethoxycarbonylmethyl)phenylboronic acid pinacol ester C(C)OC(=O)CC1=CC=C(C=C1)B1OC(C)(C)C(C)(C)O1